(3R,4S)-3-fluoro-1-(4-((5-isopropyl-8-((R)-2-methylazetidin-1-yl)-2,7-naphthyridin-3-yl)amino)pyrimidin-2-yl)-3-methylpiperidin-4-ol F[C@@]1(CN(CC[C@@H]1O)C1=NC=CC(=N1)NC=1N=CC2=C(N=CC(=C2C1)C(C)C)N1[C@@H](CC1)C)C